4-((2-(3-(4-methylpiperazin-1-yl)propanamido)pyridin-4-yl)amino)pyridazin CN1CCN(CC1)CCC(=O)NC1=NC=CC(=C1)NC1=CN=NC=C1